O1C(COCC1)CC1C2=C(C(NC1)=O)C=C(N2)C2=C(C=NC=C2)F 7-(1,4-dioxan-2-ylmethyl)-2-(3-fluoropyridin-4-yl)-1H,5H,6H,7H-pyrrolo[3,2-c]pyridin-4-one